1,4-diazabicyclo[3.2.2]nonan-4-yl-[3-(4-fluoro-phenyl)-5,6-dihydro-4H-cyclopenta[c]pyrazol-1-yl]methanone N12CCN(C(CC1)CC2)C(=O)N2N=C(C1=C2CCC1)C1=CC=C(C=C1)F